N-(2,4-difluorophenyl)-2-[1-[2-[4-[4-[(2,6-dioxo-3-piperidyl)amino]phenyl]-1-piperidyl]-2-oxo-ethyl]-4-piperidyl]-7-isopropoxy-imidazo[1,2-a]pyridine-6-carboxamide FC1=C(C=CC(=C1)F)NC(=O)C=1C(=CC=2N(C1)C=C(N2)C2CCN(CC2)CC(=O)N2CCC(CC2)C2=CC=C(C=C2)NC2C(NC(CC2)=O)=O)OC(C)C